COC(=O)C1=C(C=C2C=NN(C2=C1)CCOC)F 5-fluoro-1-(2-methoxyethyl)-1H-indazole-6-carboxylic acid methyl ester